ClC1=C(C(=C(C(=N1)C(=O)NC=1C=C2C(=NN(C2=CC1)C1OCCCC1)C(F)(F)F)C)C)C#N 6-Chloro-5-cyano-3,4-dimethyl-N-(1-(tetrahydro-2H-pyran-2-yl)-3-(trifluoromethyl)-1H-indazol-5-yl)picolinamide